BrCCCCC(=O)NC1=C2C(N(C(C2=CC=C1)=O)C1C(NC(CC1)=O)=O)=O 5-bromo-N-[2-(2,6-dioxopiperidin-3-yl)-1,3-dioxoisoindolin-4-yl]pentanoic acid amide